(S)-5-(4-ethyl-2-methylpiperidin-1-yl)-2-nitrobenzamide C(C)C1C[C@@H](N(CC1)C=1C=CC(=C(C(=O)N)C1)[N+](=O)[O-])C